Boc-D-cysteine methyl ester COC([C@H](NC(=O)OC(C)(C)C)CS)=O